N-(2-fluoro-3-{6-oxo-4-[5-(trifluoromethyl)pyridin-2-yl]-1,6-dihydropyrimidin-2-yl}-4-(trifluoromethyl)benzyl)benzamide FC1=C(CNC(C2=CC=CC=C2)=O)C=CC(=C1C=1NC(C=C(N1)C1=NC=C(C=C1)C(F)(F)F)=O)C(F)(F)F